NC1=CC=C(C=C1)C1=CC=C(S1)CN1C(NN=C1)=O 4-{[5-(4-aminophenyl)thiophen-2-yl]methyl}-2,4-dihydro-3H-1,2,4-triazol-3-one